2-(6-Chloro-9H-carbazol-3-yl)propanoic acid ClC=1C=C2C=3C=C(C=CC3NC2=CC1)C(C(=O)O)C